ClC(=CC1=CN=C(N1C)C(C(CC(C=O)C1CC1)S(=O)(=O)CC)=O)C(F)(F)F 5-(5-(2-chloro-3,3,3-trifluoropropan-1-en-1-yl)-1-methyl-1H-imidazol-2-yl)-2-cyclopropyl-4-(ethylsulfonyl)-5-oxopentanal